2,3-dichlorophenyl-methanol ClC1=C(C=CC=C1Cl)CO